OCC(CCCCCCCCC(=O)OCC(CCCCCC)CCCC)CO 2-butyloctyl 11-hydroxy-10-(hydroxymethyl)undecanoate